CN(CCN(CCN(C)C)CCN(C)C)C.[Cu] copper tris(2-dimethylaminoethyl)amine